NC1=NC(=C(C=2N1N=C(N2)CC2=NC(=CC=C2)C)C2=NC=NC=C2)C=2C=C(C#N)C=CC2 3-(5-amino-2-((6-methylpyridin-2-yl)methyl)-8-(pyrimidin-4-yl)-[1,2,4]triazolo[1,5-c]pyrimidin-7-yl)benzonitrile